methyl 2-bromo-7-hydroxy-6,7-dihydro-5H-cyclopenta[b]pyridine-4-carboxylate BrC1=CC(=C2C(=N1)C(CC2)O)C(=O)OC